Methyl 4-amino-3-[[3-(tert-butoxycarbonylamino)-2-methoxy-propyl]amino]benzoate NC1=C(C=C(C(=O)OC)C=C1)NCC(CNC(=O)OC(C)(C)C)OC